FC=1C=CC(=NC1)N1C(C(=CC=C1C)C(=O)O)=O 5'-fluoro-6-methyl-2-oxo-2H-[1,2'-bipyridine]-3-carboxylic Acid